ClC/C=C/C(=O)N1CC(C1)C(=O)N1CCC(CC1)N1N=CC(=C1)C=1C=C(C=2N(C1)N=CC2C#N)OC (E)-6-(1-(1-(1-(4-chlorobut-2-enoyl)azetidine-3-carbonyl)piperidin-4-yl)-1H-pyrazol-4-yl)-4-methoxypyrazolo[1,5-a]pyridine-3-carbonitrile